N1-(2-(2,3-dihydrobenzofuran-5-yl)quinolin-4-yl)propane-1,3-diamine O1CCC2=C1C=CC(=C2)C2=NC1=CC=CC=C1C(=C2)NCCCN